C(C)OC(C(CCCCCC)Br)=O bromooctanoic acid ethyl ester